tert-butyl (4-((3-methyl-5-(2-methyl-7H-pyrrolo[2,3-d]pyrimidin-4-yl)-4,5,6,7-tetrahydro-1H-pyrazolo[4,3-c]pyridin-1-yl)methyl)bicyclo[2.2.2]octan-1-yl)carbamate CC1=NN(C2=C1CN(CC2)C=2C1=C(N=C(N2)C)NC=C1)CC12CCC(CC1)(CC2)NC(OC(C)(C)C)=O